C(C)(C)(C)C1=C(C(C(=CN1)C(=O)O)=O)C1=CC=C(C=C1)F 6-(tert-Butyl)-5-(4-fluorophenyl)-4-oxo-1,4-dihydropyridine-3-carboxylic acid